2-((1S,4s)-4-methoxycyclohexyl)quinoline-6-carbaldehyde COC1CCC(CC1)C1=NC2=CC=C(C=C2C=C1)C=O